1-tert-butyl ((2-((3-(1H-imidazol-1-yl)propyl)amino)benzo[d]thiazol-4-yl)methyl)carbamate N1(C=NC=C1)CCCNC=1SC2=C(N1)C(=CC=C2)CNC(OC(C)(C)C)=O